2-(1,1-difluoroethyl)-3-fluoro-pyridin-4-amine FC(C)(F)C1=NC=CC(=C1F)N